C(#N)C=1C=C(C(=NC1)N1CC2=C(CC1)N=C(S2)C(=O)N)C 5-(5-cyano-3-methylpyridin-2-yl)-4,5,6,7-tetrahydrothiazolo[5,4-c]pyridine-2-carboxamide